ClC1=CC=C(C=C1)C[C@H](C(=O)N1C[C@@H](N(CC1)C=1C2=C(N=CN1)[C@@H](C[C@H]2C)O)C)NC(C)C (R)-3-(4-chlorophenyl)-1-((S)-4-((5R,7R)-7-hydroxy-5-methyl-6,7-dihydro-5H-cyclopenta[d]pyrimidin-4-yl)-3-methylpiperazin-1-yl)-2-(isopropylamino)propan-1-one